C(CCCCCC=CCCCC)=O 7-dodecenealdehyde